C(C)(C)(C)OC(=O)N[C@H](C(=O)N[C@H](C(=O)OCC)CC1=NC2=C(N1C)C=CC(=C2)[N+](=O)[O-])CC2=CC=C(C=C2)F Ethyl (2S)-2-[[(2S)-2-(tert-butoxycarbonylamino)-3-(4-fluorophenyl)propanoyl]amino]-3-(1-methyl-5-nitro-benzimidazol-2-yl)propanoate